OC(C#CC1=CC2=C(OC[C@@H](C(N2C)=O)NC(=O)C2=NC=CC(=C2)OC=2C(=NC=CC2)C)C=C1)(C)C (S)-N-(7-(3-hydroxy-3-methylbut-1-yn-1-yl)-5-methyl-4-oxo-2,3,4,5-tetrahydrobenzo[b][1,4]oxazepin-3-yl)-4-((2-methylpyridin-3-yl)oxy)pyridineamide